1-dodecyl-hydantoin C(CCCCCCCCCCC)N1C(=O)NC(=O)C1